2-CYCLOPROPYL-4,7-DICHLORO-1H-INDOLE-3-CARBOXALDEHYDE C1(CC1)C=1NC2=C(C=CC(=C2C1C=O)Cl)Cl